BrC=1C(C=CC(C1)=O)=O 2-bromo-1,4-benzoquinone